tert-Butyl (2-(1-(3-amino-6-cyano-1-isopentyl-1H-indole-2-carbonyl)piperidin-4-yl)ethyl)-carbamate NC1=C(N(C2=CC(=CC=C12)C#N)CCC(C)C)C(=O)N1CCC(CC1)CCNC(OC(C)(C)C)=O